8-(5,5-dimethyl-1,3-dioxan-2-yl)-5-(2-fluoro-4-iodoanilino)imidazo[1,5-a]pyridine-6-carboxylate CC1(COC(OC1)C=1C=2N(C(=C(C1)C(=O)[O-])NC1=C(C=C(C=C1)I)F)C=NC2)C